(S)-4-(1-(6-(1-amino-1,3-dihydro-spiro[indene-2,4'-piperidin]-1'-yl)-4-oxo-4,5-dihydro-1H-pyrazolo[3,4-d]pyrimidin-3-yl)vinyl)benzoic acid methyl ester COC(C1=CC=C(C=C1)C(=C)C1=NNC=2N=C(NC(C21)=O)N2CCC1(CC2)[C@@H](C2=CC=CC=C2C1)N)=O